tert-butyl (S)-4-(6-((2,3-dihydro-1H-inden-1-yl)carbamoyl)-4-methylbenzo[d]thiazol-2-yl)piperidine-1-carboxylate [C@@H]1(CCC2=CC=CC=C12)NC(=O)C1=CC2=C(N=C(S2)C2CCN(CC2)C(=O)OC(C)(C)C)C(=C1)C